CN1CCC(CC1)OC=1C=CC(=NC1)C1=NN=C(S1)NC1=NC=CC=C1C 5-(5-((1-methylpiperidin-4-yl)oxy)pyridin-2-yl)-N-(3-methylpyridin-2-yl)-1,3,4-thiadiazol-2-amine